(-)-3-Amino-2-[6-ChlOro-5-Fluoro-4-(2-Hydroxypropan-2-yl)Pyridin-2-yl]-1,1,1-Trifluoropropan-2-ol NCC(C(F)(F)F)(O)C1=NC(=C(C(=C1)C(C)(C)O)F)Cl